F[C@H]1C[C@H](N(C1)C(CN1C[C@@H](CC1)NC1=CC=NC2=C(C=CC=C12)C(F)(F)F)=O)C#N (2S,4S)-4-fluoro-1-[2-[(3R)-3-[[8-(trifluoromethyl)-4-quinolinyl]amino]pyrrolidin-1-yl]acetyl]pyrrolidine-2-carbonitrile